alpha-cholestane C[C@H](CCCC(C)C)[C@H]1CC[C@@H]2[C@@]1(CC[C@H]3[C@H]2CC[C@@H]4[C@@]3(CCCC4)C)C